N-[3-(difluoromethyl)-1-(4-hydroxycyclohexyl)pyrazol-4-yl]-5-[(1R,4R)-2-oxa-5-azabicyclo[2.2.1]heptan-5-yl]pyrazolo[1,5-a]pyrimidine-3-carboxamide FC(C1=NN(C=C1NC(=O)C=1C=NN2C1N=C(C=C2)N2[C@H]1CO[C@@H](C2)C1)C1CCC(CC1)O)F